norbornadiene sulphur [S].C12=CC=C(CC1)C2